4-(5-Methylsulfonyl-2-oxo-2,3-dihydro-1H-1,3-benzodiazol-1-yl)-N-(4-iodophenyl)piperidine-1-carboxamide CS(=O)(=O)C1=CC2=C(N(C(N2)=O)C2CCN(CC2)C(=O)NC2=CC=C(C=C2)I)C=C1